(S)-1-cyclopropylethanamine hydrochloride Cl.C1(CC1)[C@H](C)N